2-amino-2-imidazo[1,2-a]pyrimidin-6-yl-acetonitrile NC(C#N)C=1C=NC=2N(C1)C=CN2